S1C(=CC=C1)C=O 2-thiophenecarbaldehyde